CC1(N(CCC1)CCNC(=O)C=1C=C(C(=NC1)C)NC(=O)C=1N=NN2C1C=CC(=C2)C2=CC(=NC=C2)N2CCOCC2)C N-(5-((2-(2,2-dimethylpyrrolidin-1-yl)ethyl)carbamoyl)-2-methylpyridin-3-yl)-6-(2-morpholinopyridin-4-yl)-[1,2,3]triazolo[1,5-a]pyridine-3-carboxamide